OCC1CCN(CC1)C=1C=C2C=NN(C2=CC1)C 5-(4-(hydroxymethyl)piperidin-1-yl)-1-methyl-1H-indazol